4-methylbenzenesulfonic acid 3,3-difluorocyclobutyl ester FC1(CC(C1)OS(=O)(=O)C1=CC=C(C=C1)C)F